FC1=CC2=C(N=C(S2)NC(=O)C=2N=NN(C2C(C)C)C2=C(C=CC=C2)F)C=C1 N-(6-Fluorobenzo[d]thiazol-2-yl)-1-(2-fluorophenyl)-5-isopropyl-1H-1,2,3-triazole-4-carboxamide